2,6-Dichloro-3-{[(2,2-dimethylpropionyl)amino]methyl}-N-[1-(propan-2-yl)-1H-indazol-4-yl]benzamide ClC1=C(C(=O)NC2=C3C=NN(C3=CC=C2)C(C)C)C(=CC=C1CNC(C(C)(C)C)=O)Cl